methylsulfonimidoyl fluoride CS(=O)(=N)F